NCC=1C(=NC=CC1)C1=C2NC(=C1)C=C1C=CC(=N1)C=C1C=CC(N1)=CC=1C=CC(N1)=C2 [(aminomethyl)pyridyl]porphyrin